N-[5-(furan-2-yl)-2-(oxetan-3-yl)-[1,2,4]triazolo[1,5-c]pyrimidin-7-yl]acetamide O1C(=CC=C1)C1=NC(=CC=2N1N=C(N2)C2COC2)NC(C)=O